tert-Butyl 2-chloro-6-[3-[[1-(difluoromethyl)cyclopropyl]methoxy]pyrazol-1-yl]pyridine-3-carboxylate ClC1=NC(=CC=C1C(=O)OC(C)(C)C)N1N=C(C=C1)OCC1(CC1)C(F)F